FC1=C(C=C(C=C1F)N1N=CC2=CC(=CC=C12)N1CC(C1)OC)O 2,3-Difluoro-5-(5-(3-methoxyazetidin-1-yl)-1H-indazol-1-yl)phenol